6-((2s,4r)-2-(1-cyclopropyl-1H-pyrazol-4-yl)tetrahydro-2H-pyran-4-yl)-8-(2,4-difluorophenyl)-2,3-dimethylpyrimidino[5,4-d]pyrimidin-4(3H)-one C1(CC1)N1N=CC(=C1)[C@H]1OCC[C@H](C1)C=1N=C(C=2N=C(N(C(C2N1)=O)C)C)C1=C(C=C(C=C1)F)F